C12=CC=C(C=3OC4=CC=CC=C4CC13)C2 1,4-methanoxanthene